calcium-barium-lead-aluminum-iron [Fe].[Al].[Pb].[Ba].[Ca]